(2-((2-((1H-indazol-6-yl)amino)-5-chloropyrimidine-4-yl)amino)phenyl)-N-methylsulfonamide N1N=CC2=CC=C(C=C12)NC1=NC=C(C(=N1)NC1=C(C=CC=C1)S(=O)(=O)NC)Cl